(S)-2-amino-4-(2-aminobenzo[d]oxazol-5-yl)butanoic acid N[C@H](C(=O)O)CCC=1C=CC2=C(N=C(O2)N)C1